N[C@@H]1CC(N(C1)C1=CC=C(C=C1)S(=O)(=O)N1CCN(CC1)C1=NC(=CC(=C1)C([C@@H]1CNCCC1)(F)F)Cl)=O (4R)-4-amino-1-[4-[4-[6-chloro-4-[difluoro-[(3S)-3-piperidyl]methyl]-2-pyridyl]piperazin-1-yl]sulfonylphenyl]pyrrolidin-2-one